OC1=CC=2C(C3=CC(=CC=C3C2C=C1)O)=O 2,7-dihydroxyl-9h-fluoren-9-one